Vanillylbenzoat C(C1=CC(OC)=C(O)C=C1)OC(C1=CC=CC=C1)=O